C(N)(=O)C1=C(C=CC=C1)C1=CC(=C(C=C1)C(N(C)C)=O)C(C(=O)O)C 2-(2'-carbamoyl-4-(dimethylcarbamoyl)-[1,1'-biphenyl]-3-yl)propanoic acid